C(C)N(C=1C=C(N=NC1)C=1C(NC(NC1)=O)=O)CC 5-(5-(diethylamino)pyridazin-3-yl)pyrimidine-2,4(1H,3H)-dione